C(CCCCCCCCCCC)OC(C)(C)C t-butyl n-dodecyl ether